C(C)(=O)OC1=CC=C2C=CCC2=C1C 7-methylinden-6-yl acetate